C(C1=CC=CC=C1)OC1=NC(=CC=C1C1=NN(C2=CC(=C(C=C12)F)N[C@H]1[C@@H](CN(CC1)C(=O)OC(C)(C)C)C)C)OCC1=CC=CC=C1 tert-butyl (3R,4R)-4-[[3-(2,6-dibenzyloxy-3-pyridyl)-5-fluoro-1-methyl-indazol-6-yl]amino]-3-methylpiperidine-1-carboxylate